NC1=NC=CC(=C1)N1C=C(C(C2=CC(=C(C=C12)F)F)=O)C(=O)O 1-(2-aminopyridin-4-yl)-6,7-difluoro-4-oxo-1,4-dihydroquinoline-3-carboxylic acid